C1(CCCC1)C(C(=O)OCC)C(C(=O)OCC)C1CCCC1 diethyl 2,3-dicyclopentylsuccinate